N,N-dimethyl-1-[4-[5-(trifluoromethyl)-1,2,4-oxadiazol-3-yl]benzyl]-1H-1,2,4-triazole-3-amine CN(C1=NN(C=N1)CC1=CC=C(C=C1)C1=NOC(=N1)C(F)(F)F)C